C(C1=CC=CC=C1)OC1=C(C=CC(=C1)OCC)C=1C(C=2C(=C3C=CC(OC3=CC2)(C)C)OC1)=O 3-(2-(benzyloxy)-4-ethoxyphenyl)-8,8-dimethyl-pyrano[2,3-f]chromen-4(8H)-one